N-((3R,4R)-4-cyano-1-(7-(8-ethynyl-3-hydroxynaphthalen-1-yl)-8-fluoro-2-((tetrahydro-1H-pyrrolizin-7a(5H)-yl)methoxy)pyrido[4,3-d]pyrimidin-4-yl)-4-methylazepan-3-yl)acrylamide C(#N)[C@]1([C@H](CN(CCC1)C=1C2=C(N=C(N1)OCC13CCCN3CCC1)C(=C(N=C2)C2=CC(=CC1=CC=CC(=C21)C#C)O)F)NC(C=C)=O)C